1-(4-(4-Amino-7-isopropyl-7H-pyrrolo[2,3-d]pyrimidin-5-yl)phenyl)-3-(4-(perfluorobutan-2-yl)phenyl)urea 2,2,2-trifluoroacetate FC(C(=O)O)(F)F.NC=1C2=C(N=CN1)N(C=C2C2=CC=C(C=C2)NC(=O)NC2=CC=C(C=C2)C(C(F)(F)F)(C(C(F)(F)F)(F)F)F)C(C)C